CC(C)(CC(CCCCCCCCCCCCCC)C)O 2,4-Dimethyl-octadecan-2-ol